FC=1C=C(C=CC1F)C1(CC1)NC(=O)N1CCC2=NC=CC=C21 N-(1-(3,4-difluorophenyl)cyclopropyl)-2,3-dihydro-1H-pyrrolo[3,2-b]pyridine-1-carboxamide